P(=O)(OCCOC(C(=C)C)=O)(OCCOC(C(=C)C)=O)O di(methacryloxyethyl) hydrogen phosphate